2-((2S,4S)-4-hydroxy-6-oxotetrahydro-2H-pyran-2-yl)-acetonitrile O[C@H]1C[C@@H](OC(C1)=O)CC#N